C(C(C)C)NS(OCC(=O)NC=1SC(=C(N1)C)CC1=CC=C(C=C1)C)(=O)=O 2-((4-methyl-5-(4-methylbenzyl)thiazol-2-yl)amino)-2-oxoethyl isobutylsulfamate